1-(2,2,4-trimethyl-3,4-dihydroquinolin-1-yl)ethanone CC1(N(C2=CC=CC=C2C(C1)C)C(C)=O)C